3-(dipropylphosphino)propane-1-sulfonic acid C(CC)P(CCCS(=O)(=O)O)CCC